28-hydroxyoctacosyl palmitoleate C(CCCCCCC\C=C/CCCCCC)(=O)OCCCCCCCCCCCCCCCCCCCCCCCCCCCCO